COC[C@@H]1[C@@H]([C@H]([C@@H](O1)O[C@@H]2CO[C@H]([C@@H]([C@H]2OC)OC)O[C@@H]3[C@H](O[C@H]([C@@H]([C@H]3O)O)OC4=C5COC(=O)C5=C(C6=CC(=C(C=C64)OC)OC)C7=CC8=C(C=C7)OCO8)CO)OC)OC The molecule is a member of the class of cleistanthins that is cleistanthin C in which the hydroxy group at position 4 of the 2,3-di-O-methyl-beta-D-xylopyranosyl moiety has been converted to the corresponding 2,3,5-tri-O-methyl-D-xylofuranoside. It is a member of cleistanthins and a trisaccharide derivative. It derives from a cleistanthin C.